CC/C=C\\C/C=C\\C/C=C\\C/C=C\\C/C=C\\CCCCCCCCCCC[C@H](CC(=O)SCCNC(=O)CCNC(=O)[C@@H](C(C)(C)COP(=O)([O-])OP(=O)([O-])OC[C@@H]1[C@H]([C@H]([C@@H](O1)N2C=NC3=C(N=CN=C32)N)O)OP(=O)([O-])[O-])O)O The molecule is a 3-hydroxy fatty acyl-CoA(4-) obtained by deprotonation of the phosphate and diphosphate OH groups of (3R,15Z,18Z,21Z,24Z,27Z)-3-hydroxytriacontapentaenoyl-CoA; major species at pH 7.3. It is a (R)-3-hydroxyacyl-CoA(4-), a 3-hydroxy fatty acyl-CoA(4-) and an 11,12-saturated fatty acyl-CoA(4-). It is a conjugate base of a (3R,15Z,18Z,21Z,24Z,27Z)-3-hydroxytriacontapentaenoyl-CoA.